OC[C@@H]1C[C@@H](CN1C)N1CCN(CC1)C(=O)OCC1=CC=CC=C1 benzyl 4-((3S,5S)-5-(hydroxymethyl)-1-methylpyrrolidin-3-yl)piperazine-1-carboxylate